C12OCC(C1)(C2)COC2=NN=C(S2)NC(=O)C=2C=NC(=CC2C2=CC(=NC=C2OC)Cl)C N-(5-((2-oxabicyclo(2.1.1)hexan-4-yl)methoxy)-1,3,4-thiadiazol-2-yl)-2'-chloro-5'-methoxy-6-methyl-(4,4'-bipyridine)-3-carboxamide